8-(2-cyclopropyl-4-methoxyphenyl)-7-(oxazol-5-ylmethyl)oxazolo[4'',5'':3',4']benzo[1',2':4,5]thieno[2,3-d]pyrimidine-2,6(1H,7H)-dione C1(CC1)C1=C(C=CC(=C1)OC)C=1N(C(C2=C(N1)SC=1C2=CC=C2C1NC(O2)=O)=O)CC2=CN=CO2